2-(4-bromophenyl)-1-(oxetan-3-yl)-4-(trifluoromethyl)-1H-imidazole BrC1=CC=C(C=C1)C=1N(C=C(N1)C(F)(F)F)C1COC1